1-Methyl-1H-pyrazolo[3,4-b]pyridin CN1N=CC=2C1=NC=CC2